(2-(methoxymethoxy)-4-(1-methyl-4-(trifluoromethyl)-1H-imidazol-2-yl)phenyl)methanol COCOC1=C(C=CC(=C1)C=1N(C=C(N1)C(F)(F)F)C)CO